C(C)(C)C=1C(=NNC1C=1C=C(C=2N(C1)N=CN2)OC)C2=NC=C(C=C2)C2CCNCC2 6-(4-isopropyl-3-(5-(piperidin-4-yl)pyridin-2-yl)-1H-pyrazol-5-yl)-8-methoxy-[1,2,4]triazolo[1,5-a]pyridine